2-(4-(Bicyclo[4.2.0]oct-1,3,5-trien-3-yl)-4H-1,2,4-triazol-3-yl)-6-bromopyridine C12=CC(=CC=C2CC1)N1C(=NN=C1)C1=NC(=CC=C1)Br